C(CCCCCCCCCCCC)C(C(CC(=O)OC1CC(N(C(C1)(C)C)C)(C)C)(C(=O)OC1CC(N(C(C1)(C)C)C)(C)C)CCCCCCCCCCCCC)(CC(=O)[O-])C(=O)[O-] bis(1,2,2,6,6-pentamethyl-4-piperidinyl) ditridecyl-1,2,3,4-butanetetracarboxylate